O=C1NC(CC[C@@H]1N1C(C2=CC(=C(C=C2C1=O)N1CCC(CC1)CN1CCC(CC1)CCNC1=C2N=CN(C2=NC=N1)C1CC(C1)NC(CC1=CC=CC=C1)=O)F)=O)=O N-((1s,3s)-3-(6-((2-(1-((1-(2-(2,6-dioxopiperidin-3-yl)-6-fluoro-1,3-dioxoisoindolin-5-yl)piperidin-4-yl)methyl)piperidin-4-yl)ethyl)amino)-9H-purin-9-yl)cyclobutyl)-2-phenylacetamide